OC[C@@H](C)NC(=O)C=1C=NC2=C(C=CC=C2C1)OC1=CC=C(C=C1)C(F)(F)F N-[(1R)-2-hydroxy-1-methyl-ethyl]-8-[4-(trifluoromethyl)phenoxy]quinoline-3-carboxamide